O=C1NC(CCC1NC1=CC(=C(C=C1)C1CC2CCC(C1)N2CC(=O)O)F)=O 2-[3-[4-[(2,6-dioxo-3-piperidyl)amino]-2-fluoro-phenyl]-8-azabicyclo[3.2.1]octan-8-yl]acetic acid